1-(4-fluoro-1-methyl-1H-indazol-5-yl)-3-(2-(4-fluoro-3,5-dimethylphenyl)-4,5,6,7-tetrahydro-2H-pyrazolo[4,3-c]pyridin-3-yl)-1,3-dihydro-2H-imidazol-2-one hydrochloride Cl.FC1=C2C=NN(C2=CC=C1N1C(N(C=C1)C=1N(N=C2C1CNCC2)C2=CC(=C(C(=C2)C)F)C)=O)C